F[C@H]1C[C@]2(CCCN2C1)COC1=NC2=C(C(=C(C=C2C(=N1)N1CC2CCC(C1)N2)Cl)C2=C1C=NNC1=CC(=C2Cl)C)F 2-{[(2S,7aR)-2-fluoro-hexahydro-1H-pyrrolizin-7a-yl]methoxy}-6-chloro-7-(5-chloro-6-methyl-1H-indazol-4-yl)-4-{3,8-diazabicyclo[3.2.1]octan-3-yl}-8-fluoroquinazoline